C1CCCCCC(CCCC1)N2CCCCCCCCCN2 diazabicycloundecane